(Z)-N-(5-((5-fluoro-2-oxoindol-3-ylidene)methyl)-4-methyl-1H-pyrrol-3-yl)-3-morpholinepropionamide FC=1C=C2/C(/C(NC2=CC1)=O)=C/C1=C(C(=CN1)NC(CCC1NCCOC1)=O)C